CN1CC2CN(CC2C1)C=1N=NC(=CC1)C1=CC=CC=C1 2-methyl-5-(6-phenyl-pyridazin-3-yl)-octahydro-pyrrolo[3,4-c]pyrrole